BrC=1C=C(C=CC1)N1CCC(CC1)N(C)C 1-(3-bromophenyl)-N,N-dimethylpiperidin-4-amine